(S)-6-(5-(((2-((6-fluoro-2,4-dimethyl-3-oxo-3,4-dihydroquinoxalin-5-yl)oxy)ethyl)amino)methyl)-2-oxooxazolidin-3-yl)-2H-pyrazinol FC=1C(=C2N(C(C(=NC2=CC1)C)=O)C)OCCNCC1CN(C(O1)=O)C1=CN=C[C@@H](N1)O